CC(C)(C)OC(=O)CC[C@@]1([C@H](OC(=N1)C2=CC=C(C=C2)OCCCO)C3=CC=CC=C3)C(=O)N The molecule is an organooxygen compound, an organonitrogen compound and a tert-butyl ester. It derives from an alpha-amino acid.